2-(4-(2-((3-(Bis((Z)-2-hydroxyoctadec-9-en-1-yl)amino)propyl)disulfaneyl)ethyl)piperazin-1-yl)ethyl 4-(bis((9Z,12Z,15Z)-2-hydroxyoctadeca-9,12,15-trien-1-yl)amino)butanoate OC(CN(CCCC(=O)OCCN1CCN(CC1)CCSSCCCN(CC(CCCCCC\C=C/CCCCCCCC)O)CC(CCCCCC\C=C/CCCCCCCC)O)CC(CCCCCC\C=C/C\C=C/C\C=C/CC)O)CCCCCC\C=C/C\C=C/C\C=C/CC